Pentane-1,5-diylbis(12-hydroxyoctadecanoate) C(CCCCC(C(=O)[O-])CCCCCCCCCC(CCCCCC)O)C(C(=O)[O-])CCCCCCCCCC(CCCCCC)O